C(CCCCCCC\C=C/CCCCCC)(=O)OCCCCCCCCCCCCCCCCCCCCCCCCCCCCCCCCCCCCC(CC)C 37-methylnonatriacontyl palmitoleate